tert-butyl (1S,4S)-1-(5-(2-bromoacetyl)thiophen-2-yl)-2-oxa-5-azabicyclo[2.2.1]heptane-5-carboxylate BrCC(=O)C1=CC=C(S1)[C@@]12OC[C@@H](N(C1)C(=O)OC(C)(C)C)C2